2-hydroxymethyl-3-hydroxy-3-methyl-1,5-pentanediol OCC(CO)C(CCO)(C)O